(R)-6-bromo-1-(2-ethoxypropyl)-2-(tetrahydro-2H-pyran-4-yl)-1H-benzo[d]imidazole BrC=1C=CC2=C(N(C(=N2)C2CCOCC2)C[C@@H](C)OCC)C1